sodium decaneyl sulfate S(=O)(=O)(OCCCCCCCCCC)[O-].[Na+]